2-(2-((2-(1-aminoisoquinolin-7-yl)-9H-fluoren-9-yl)oxy)phenyl)acetic acid NC1=NC=CC2=CC=C(C=C12)C1=CC=2C(C3=CC=CC=C3C2C=C1)OC1=C(C=CC=C1)CC(=O)O